BrC1=C(C=C(C=C1)C)F 1-Bromo-2-fluoro-4-methylbenzene